7-benzyl-3-isopentyl-2,3,6,7,8,9-hexahydroimidazo[1,2-a]pyrido[3,4-e]pyrimidin-5(1H)-one C(C1=CC=CC=C1)N1CC=2C(N=C3N(C2CC1)CCN3CCC(C)C)=O